FC1=C(C#N)C=CC(=C1)[C@@H]1[C@H](C1)B1OC(C(O1)(C)C)(C)C 2-fluoro-4-((1S,2S)-2-(4,4,5,5-tetramethyl-1,3,2-dioxaborolan-2-yl)cyclopropyl)benzonitrile